1-methyl-3-(tri-fluoromethyl)-1H-pyrazole-5-carboxamide CN1N=C(C=C1C(=O)N)C(F)(F)F